CC1=NC=C(C=C1NC(=O)C=1N=NN2C1C=CC(=C2)C2=CC(=C(C=C2)S(N)(=O)=O)C)NC(CN2[C@H](CCC2)C)=O N-[2-methyl-5-[[2-[(2S)-2-methylpyrrolidin-1-yl]acetyl]amino]-3-pyridyl]-6-(3-methyl-4-sulfamoyl-phenyl)triazolo[1,5-a]pyridine-3-carboxamide